FC(C1(CC1)C=1NC(=NN1)C1=CC=C(C=C1)C1CN(C1)C(=O)OC(C)(C)C)(F)F tert-butyl 3-[4-[5-[1-(trifluoromethyl)cyclopropyl]-4H-1,2,4-triazol-3-yl] phenyl]azetidine-1-carboxylate